C[N+]1(CCCCC1)CCCOC N-methyl-N-methoxypropyl-piperidinium